N-(4-(4-((1,2,3,4-Tetrahydroisochinolin-7-yl)oxy)-1H-pyrrolo[2,3-b]pyridin-3-yl)pyridin-2-yl)cyclopropancarboxamid C1NCCC2=CC=C(C=C12)OC1=C2C(=NC=C1)NC=C2C2=CC(=NC=C2)NC(=O)C2CC2